C1OCC12CN(C2)CCOCCNC(C2=C(C=C(C=C2)NC=2C=1N(C=CN2)C(=CN1)C1=CC=C(C=C1)OC)C)=O N-(2-(2-(2-oxa-6-azaspiro[3.3]heptan-6-yl)ethoxy)ethyl)-4-((3-(4-methoxy-phenyl)imidazo[1,2-a]pyrazin-8-yl)amino)-2-methylbenzamide